C(C1=CC=CC=C1)OC1=C(C(=O)N2CC3=C(C=CC=C3CC2)NC=2C=CC(NC2)=O)C(=CC(=C1)O)O 5-((2-(2-(Benzyloxy)-4,6-dihydroxybenzoyl)-1,2,3,4-tetrahydro-isoquinolin-8-yl)amino)pyridin-2(1H)-one